ClC1=C(C=CC(=N1)C(=O)N(C)C)NC1=NNC2=CC(=CC=C12)[C@@H]1C[C@@]12C(NC1=CC=C(C=C21)OC)=O 6-chloro-5-({6-[(1r,2s)-5'-methoxy-2'-oxo-1',2'-dihydrospiro[cyclopropan-1,3'-indol]-2-yl]-1H-indazol-3-yl}amino)-N,N-dimethylpyridine-2-carboxamide